tert-butyl (1-(7-((3-(4-Aminobenzamido)phenyl)amino)-3-ethylpyrazolo[1,5-a]pyrimidin-5-yl)piperidin-3-yl)carbamate NC1=CC=C(C(=O)NC=2C=C(C=CC2)NC2=CC(=NC=3N2N=CC3CC)N3CC(CCC3)NC(OC(C)(C)C)=O)C=C1